1-Ethyl-5-oxopyrrolidine C(C)N1CCCC1=O